ethyl (3S)-1-[(2R)-2-[4-[2-chloro-4-(tetradecanoylamino)phenyl]-2-oxo-chromen-7-yl]oxypropanoyl]piperidine-3-carboxylate ClC1=C(C=CC(=C1)NC(CCCCCCCCCCCCC)=O)C1=CC(OC2=CC(=CC=C12)O[C@@H](C(=O)N1C[C@H](CCC1)C(=O)OCC)C)=O